1-((3-((tert-Butyldiphenylsilyl)oxy)cyclopentyl)methyl)piperazin-2-one trifluoroacetate FC(C(=O)O)(F)F.[Si](C1=CC=CC=C1)(C1=CC=CC=C1)(C(C)(C)C)OC1CC(CC1)CN1C(CNCC1)=O